4,4-dimethyl-3,4-dihydro-2H-pyrano[3,2-b]pyridine-7-carboxylic acid methyl ester COC(=O)C=1C=C2C(=NC1)C(CCO2)(C)C